C(#N)C1=CC(=NC(=C1)N1CCOCC1)C1=C(N=C(C(=N1)C(=O)N)N1CCC2(CC2)CC1)NC(CO)(C)C (4-cyano-6-morpholinopyridin-2-yl)-5-((1-hydroxy-2-methylpropan-2-yl)amino)-3-(6-azaspiro[2.5]octan-6-yl)pyrazine-2-carboxamide